bis-(2-ethylhexyl)sulfosuccinate C(C)C(CC(C(C(=O)[O-])S(=O)(=O)O)(C(=O)[O-])CC(CCCC)CC)CCCC